C(C=C)OC(=O)O[C@@H]1[C@H](O[C@H]([C@@H]([C@H]1OC(=O)OCC=C)OC(=O)OCC=C)OC1=C(C=C(C=C1)COC(=O)OC1=C(C(=C(C(=C1F)F)F)F)F)[N+](=O)[O-])C(=O)OCC=C Allyl (2S,3S,4S,5R,6S)-3,4,5-tris(((allyloxy)carbonyl)oxy)-6-(2-nitro-4-((((perfluorophenoxy)carbonyl)oxy)methyl)phenoxy)tetrahydro-2H-pyran-2-carboxylate